CSC=1NC(C2=C(N1)NC(CC2C2=CC(=C(C=C2)OC)O)=O)=O 2-methylsulfanyl-5-(3-hydroxy-4-methoxyphenyl)-5,6-dihydropyrido[2,3-d]pyrimidine-4,7(3h,8h)-dione